CN(C(C1=CC=CC=C1)=O)C N,N-dimethyl-benzamide